2-{3-[(2R,6S)-2,6-Dimethylmorpholin-4-carbonyl]-5,6-dihydrocyclopenta[c]pyrazol-1(4H)-yl}-1-[4-(2-fluoro-6-methylphenoxy)piperidin-1-yl]ethan-1-on C[C@@H]1CN(C[C@@H](O1)C)C(=O)C=1C2=C(N(N1)CC(=O)N1CCC(CC1)OC1=C(C=CC=C1C)F)CCC2